cyclopropyl-(2-(6-(2-ethyl-5-fluoro-4-hydroxyphenyl)-1H-pyrazolo[4,3-b]pyridin-3-yl)-4,6-dihydropyrrolo[3,4-d]imidazol-5(1H)-yl)methanone C1(CC1)C(=O)N1CC=2NC(=NC2C1)C1=NNC=2C1=NC=C(C2)C2=C(C=C(C(=C2)F)O)CC